C1(=CC=CC=C1)N(C1=CC=C(C=C1)C1=CC=C2C=3C=CC(=CC3C(C2=C1)(CCCCCCCC)CCCCCCCC)C1=CCN(C2=CC=CC=C12)CC)C1=CC=CC=C1 4-(7-(4-(diphenylamino)phenyl)-9,9-dioctyl-9H-fluorene-2-yl)-1-ethyl-quinoline